ethyl 4-chloro-6-cyano-pyridine-3-carboxylate ClC1=C(C=NC(=C1)C#N)C(=O)OCC